NC1=NNC2=C(C=C(C=C12)C1=CC(=NC=C1)NC(C(C)C)=O)Br N-(4-(3-amino-7-bromo-1H-indazol-5-yl)pyridin-2-yl)isobutyramide